1-(benzylsulfonyl)-3-((bis(methyl-d3)amino)methyl)-4-(3-(methoxy-d3)phenyl)piperidin-4-ol C(C1=CC=CC=C1)S(=O)(=O)N1CC(C(CC1)(O)C1=CC(=CC=C1)OC([2H])([2H])[2H])CN(C([2H])([2H])[2H])C([2H])([2H])[2H]